ClC1=CC=C(C(=N1)OC)CNCCNC(C)=O N-(2-(((6-chloro-2-methoxypyridin-3-yl)methyl)amino)ethyl)acetamide